(S)-N-(2-methyl-5-(2-(2-methylpyrrolidin-1-yl)acetamido)pyridin-3-yl)-2-(pyridin-4-ylethynyl)-1H-pyrrolo[2,3-b]pyridine-5-carboxamide CC1=NC=C(C=C1NC(=O)C=1C=C2C(=NC1)NC(=C2)C#CC2=CC=NC=C2)NC(CN2[C@H](CCC2)C)=O